C[C@@H]1CC[C@H](CC1=O)C(=C)C (+/-)-dihydrocarvone